N-((2R)-1-(2-(cyclopropylmethyl)-1-oxo-4-(pyridin-3-yl)-2,8-diazaspiro-[4.5]decan-8-yl)-3-methyl-1-oxobutan-2-yl)-2-fluoro-5-(trifluoromethyl)benzamide C1(CC1)CN1C(C2(C(C1)C=1C=NC=CC1)CCN(CC2)C([C@@H](C(C)C)NC(C2=C(C=CC(=C2)C(F)(F)F)F)=O)=O)=O